N-(5-(furan-2-yl)-2-methoxyphenyl)-7-methoxyquinazoline-4,6-diamine O1C(=CC=C1)C=1C=CC(=C(C1)NC1=NC=NC2=CC(=C(C=C12)N)OC)OC